ClC1=C(C(=O)OC(C)(C)C)C=C(C=C1)NC1=NOC(C1)(C1=CC(=CC=C1)C(F)(F)F)C(F)(F)F tert-butyl 2-chloro-5-[[5-(trifluoromethyl)-5-[3-(trifluoromethyl)phenyl]-4H-isoxazol-3-yl]amino]benzoate